5,10,15,20-tetraphenyl-21h,23h-porphyrin zinc [Zn].C1(=CC=CC=C1)C=1C2=CC=C(N2)C(=C2C=CC(C(=C3C=CC(=C(C=4C=CC1N4)C4=CC=CC=C4)N3)C3=CC=CC=C3)=N2)C2=CC=CC=C2